(3R)-3-{5-methyl-2-[trans-4-(trifluoromethyl)cyclohexyl]pyrazolo[1,5-a]pyrimidin-7-yl}piperidine-1-carboxamidine CC1=NC=2N(C(=C1)[C@H]1CN(CCC1)C(=N)N)N=C(C2)[C@@H]2CC[C@H](CC2)C(F)(F)F